CN(C)C1=CC=CC=2S(C3=C(C21)C=CC=C3)(=O)=O N,N-dimethylaminodibenzo[b,d]thiophene-5,5-dioxide